4-((5-chloro-4-(4-fluoro-1-isopropyl-2-(2-oxooxazolidin-3-yl)-1H-benzo[d]imidazol-6-yl)pyrimidin-2-yl)amino)-N-(2-(dimethylamino)ethyl)benzenesulfonamide ClC=1C(=NC(=NC1)NC1=CC=C(C=C1)S(=O)(=O)NCCN(C)C)C=1C=C(C2=C(N(C(=N2)N2C(OCC2)=O)C(C)C)C1)F